[3-(difluoromethoxy)-5-methyl-4-(2,2,2-trifluoroethylcarbamoyl)phenyl]boronic acid FC(OC=1C=C(C=C(C1C(NCC(F)(F)F)=O)C)B(O)O)F